trans-3-amino-6'-chloro-2'-methyl-1',2'-dihydro-3'h-spiro[cyclobutane-1,4'-isoquinolin]-3'-one fumarate C(\C=C\C(=O)O)(=O)O.NC1CC2(C(N(CC3=CC=C(C=C23)Cl)C)=O)C1